decyl-undecyl-ammonium nitrate [N+](=O)([O-])[O-].C(CCCCCCCCC)[NH2+]CCCCCCCCCCC